5-(4-(difluoromethoxy)phenyl)-7-(trifluoromethyl)oxazolo[5,4-c][1,8]naphthyridine FC(OC1=CC=C(C=C1)N1C=C2C(C=3C=CC(=NC13)C(F)(F)F)=NCO2)F